C(#N)C1N(CSC1)C(CNC(=O)C1=CC=NC2=CC=C(C=C12)OC1CCOCC1)=O N-(2-(4-Cyanothiazolidin-3-yl)-2-oxoethyl)-6-((tetrahydro-2H-pyran-4-yl)oxy)quinoline-4-carboxamide